(oxo-di-2,1-phenylene)bis(diphenylphosphine) O(C1=C(C=CC=C1)P(C1=CC=CC=C1)C1=CC=CC=C1)C1=C(C=CC=C1)P(C1=CC=CC=C1)C1=CC=CC=C1